5-methyl-7,8-dihydropteridine-6(5H)-one CN1C=2C=NC=NC2NCC1=O